5-[2-[2-(3,3-difluoropyrrolidin-1-yl)acetyl]-2,7-diazaspiro[3.5]non-7-yl]-N-methyl-7-(trifluoromethyl)thieno[3,2-b]pyridine-3-carboxamide FC1(CN(CC1)CC(=O)N1CC2(C1)CCN(CC2)C2=CC(=C1C(=N2)C(=CS1)C(=O)NC)C(F)(F)F)F